(R)-Benzyl 2-(((benzyloxy)carbonyl)amino)-3-(7-(trifluoromethyl)thieno[3,2-b]pyridine-2-carboxamido)propanoate C(C1=CC=CC=C1)OC(=O)N[C@@H](C(=O)OCC1=CC=CC=C1)CNC(=O)C1=CC2=NC=CC(=C2S1)C(F)(F)F